trimethyl-ammonium tetrakis(p-tolyl)borate C1(=CC=C(C=C1)[B-](C1=CC=C(C=C1)C)(C1=CC=C(C=C1)C)C1=CC=C(C=C1)C)C.C[NH+](C)C